Cl.N1=CC=C(C=C1)NC(=O)C=1C=CC(=C2C=CC=NC12)N[C@@H]1CNCC1 (S)-N-(pyridin-4-yl)-5-(pyrrolidin-3-ylamino)quinoline-8-carboxamide hydrochloride